Butylidenphthalid C(CCC)=C1OC(=O)C2=CC=CC=C12